FC1=CC=C(CNS(=O)(=O)C)C=C1 N-(4-fluorobenzyl)methanesulfonamide